FC=1C=C(C=CC1)C1=C(NC=2C3=C(CCC12)C=CC=C3)C(=O)OC methyl 3-(3-fluorophenyl)-4,5-dihydro-1H-benzo[g]indole-2-carboxylate